4-([1,1'-biphenyl]-4-carbonyl)-2-(octanesulfonylamino)benzoic acid C1(=CC=C(C=C1)C(=O)C1=CC(=C(C(=O)O)C=C1)NS(=O)(=O)CCCCCCCC)C1=CC=CC=C1